(Ra)-6-(1-([1,1'-Biphenyl]-4-ylmethyl)-4-chloro-1H-indol-7-carboxamido)spiro[3.3]heptan C1(=CC=C(C=C1)CN1C=CC2=C(C=CC(=C12)C(=O)NC1CC2(CCC2)C1)Cl)C1=CC=CC=C1